N-(p-toluenesulfonyl)-phenylalanine CC1=CC=C(C=C1)S(=O)(=O)N[C@@H](CC1=CC=CC=C1)C(=O)O